2-[4-(2-methoxypyridin-4-yl)pyrazol-1-yl]-3-methylbutanoic acid COC1=NC=CC(=C1)C=1C=NN(C1)C(C(=O)O)C(C)C